(S)-2-(1-(2-ethyl-6-(1-methyl-5-(((1-propyl-1H-1,2,4-triazol-5-yl)oxy)methyl)-1H-1,2,3-triazol-4-yl)pyridin-3-yl)-5,5-difluoropiperidin-3-yl)acetic acid C(C)C1=NC(=CC=C1N1C[C@H](CC(C1)(F)F)CC(=O)O)C=1N=NN(C1COC1=NC=NN1CCC)C